C(C)(C)(C)OC(=O)N1C[C@@H]([C@H](C1)C=1SC=CC1)C(=O)O (3R,4R)-1-(tert-Butoxycarbonyl)-4-(thiophen-2-yl)pyrrolidine-3-carboxylic acid